(3S,5R)-1-[3-(3-bromo-2-methyl-phenoxy)propyl]-3,5-dimethyl-piperazine BrC=1C(=C(OCCCN2C[C@@H](N[C@@H](C2)C)C)C=CC1)C